FC=1C=NC(=NC1)C=1C=C(C=CC1C)NC(=O)[C@H]1N([C@H]2C[C@H]2C1)C1=NC=CC=N1 (1S,3S,5S)-N-[3-(5-fluoropyrimidin-2-yl)-4-methylphenyl]-2-pyrimidin-2-yl-2-azabicyclo[3.1.0]hexane-3-carboxamide